C1(=CC=CC=C1)C1CCC2=NC3=C(N[C@H](CC3)C3=CC(=NC=C3)OC3CCOCC3)N21 (R)-8-phenyl-2-(2-((tetrahydro-2H-pyran-4-yl)oxy)pyridin-4-yl)-7,8-dihydro-6H-pyrrolo[2',1':2,3]imidazo[4,5-b]piperidine